3-(4-deuterio-8-methoxy-2,3-dihydro-1H-quinolin-4-yl)-7-[[1-(2-hydroxyethyl)pyrazol-4-yl]amino]-1-methyl-4H-pyrimido[4,5-d]pyrimidin-2-one [2H]C1(CCNC2=C(C=CC=C12)OC)N1C(N(C2=NC(=NC=C2C1)NC=1C=NN(C1)CCO)C)=O